4-chloro-5-(3-((2-chloro-4-fluorophenyl)(methoxy)methyl)-2-(trifluoromethyl)-5,6-dihydroimidazo[1,2-a]pyrazin-7(8H)-yl)pyridazin-3(2H)-one ClC=1C(NN=CC1N1CC=2N(CC1)C(=C(N2)C(F)(F)F)C(OC)C2=C(C=C(C=C2)F)Cl)=O